C(C)(C)(C)OC(N[C@H](C)C#C)=O.FC1(CC=C(CC1)C=1C=CC=C2C=C(C=NC12)C(=O)N[C@H](C)C=1OC=CN1)F (R)-8-(4,4-difluorocyclohex-1-en-1-yl)-N-(1-(oxazol-2-yl)ethyl)quinoline-3-carboxamide tert-butyl-N-[(2R)-but-3-yn-2-yl]carbamate